4-(2-{5-[(3R,5R)-3-amino-5-fluoropiperidine-1-carbonyl]-7-methoxy-1-methyl-1H-1,3-benzodiazol-2-yl}-1-(cyclopropylmethyl)-1H-pyrrolo[2,3-b]pyridin-6-yl)cyclohexan-1-ol N[C@H]1CN(C[C@@H](C1)F)C(=O)C1=CC2=C(N(C(=N2)C2=CC=3C(=NC(=CC3)C3CCC(CC3)O)N2CC2CC2)C)C(=C1)OC